C(C(O)CO)CC\C=C/C\C=C/C\C=C/CCCCCCCC(=O)O glyceryl-mono-α-linolenic acid